C1(CCCCC1)CCCB(O)O (3-CYCLOHEXYLPROPYL)BORONIC ACID